C1(C(CCCC1)C(=O)OC(C)CCCCCC)C(=O)OC(C)CCCCCC di-sec-octyl cyclohexane-1,2-dicarboxylate